C1(CCCCC1)C(C)NS(=O)(=O)C=1C=C(C=CC1)N1CCCCC1 1-(3-(N-(1-cyclohexylethyl)sulfamoyl)phenyl)piperidine